tetrahydroquinolinecarboxylate N1C(CCC2=CC=CC=C12)C(=O)[O-]